2-((4-Amino-3-(3-hydroxyphenyl)-1H-pyrazolo[3,4-d]pyrimidin-1-yl)methyl)-3-(2-chlorobenzyl)-5-(6-(3-(dimethylamino)pyrrolidin-1-yl)-6-oxohex-1-ynyl)quinazolin-4(3H)-one NC1=C2C(=NC=N1)N(N=C2C2=CC(=CC=C2)O)CC2=NC1=CC=CC(=C1C(N2CC2=C(C=CC=C2)Cl)=O)C#CCCCC(=O)N2CC(CC2)N(C)C